5-(azidomethyl)-3,3-difluorodihydrofuran-2(3H)-one N(=[N+]=[N-])CC1CC(C(O1)=O)(F)F